heptamethylene oxalate C1(C(=O)OCCCCCCCO1)=O